Cl.NCC(=O)NCCC1=NC(=NO1)C1=CC=C(C=C1)CCCCCCCCCC 2-amino-N-(2-(3-(4-decylphenyl)-1,2,4-oxadiazol-5-yl)ethyl)acetamide hydrochloride